Isooctyl-triethoxysilane C(CCCCC(C)C)[Si](OCC)(OCC)OCC